CNC(C1=NC(=C(C=C1)N1CC(N(CC1)CC1=CC=2NC(N(C(C2S1)=O)C)=O)=O)C)=O N,6-dimethyl-5-(4-((3-methyl-2,4-dioxo-1,2,3,4-tetrahydrothieno[3,2-d]pyrimidin-6-yl)methyl)-3-oxopiperazin-1-yl)picolinamide